CC=1C(=NC=CC1)CN1N=C(N=C1)C(=O)OC methyl 1-[(3-methyl-2-pyridyl)methyl]-1,2,4-triazole-3-carboxylate